C(#N)C=1C=C(C(=NC1)C1=C(C=C(N=N1)NC(CN(C(OC(C)(C)C)=O)C)=O)C1CC1)O tert-butyl (2-((6-(5-cyano-3-hydroxypyridin-2-yl)-5-cyclopropylpyridazin-3-yl)amino)-2-oxoethyl)(methyl)carbamate